6-(allyloxy)-2-(hydroxymethyl)-5-((6-(trifluoromethyl)pyrazin-2-yl)amino)tetrahydro-2H-pyran-3,4-diol C(C=C)OC1C(C(C(C(O1)CO)O)O)NC1=NC(=CN=C1)C(F)(F)F